FC([C@@H](CCC=C)S(=O)(=O)N)F (R)-1,1-DIFLUOROHEX-5-ENE-2-SULFONAMIDE